benzo[c][2,7]naphthyridine-9-carboxamide C1=C2C3=C(N=CC2=CN=C1)C=CC(=C3)C(=O)N